6-(azetidin-3-ylmethoxy)-9,9-dimethyl-2-(piperazin-1-ylmethyl)-9,10-dihydroacridine N1CC(C1)COC=1C=C2NC=3C=CC(=CC3C(C2=CC1)(C)C)CN1CCNCC1